NC(C)C1=CC=NC2=C(C=C(C=C12)C1=NC(=NC=C1F)NC1=NC=C(C=C1)C1CCN(CC1)C)F 4-(4-(1-aminoethyl)-8-fluoroquinolin-6-yl)-5-fluoro-N-(5-(1-methylpiperidin-4-yl)pyridin-2-yl)pyrimidin-2-amine